1-(3,5-dichloropyrazin-2-yl)ethan-1-one ClC=1C(=NC=C(N1)Cl)C(C)=O